NC=1C2=C(N=C(N1)Cl)N(C=C2Br)[C@H]2[C@@H]([C@@H]([C@H](C2)C2=CC(=CC=C2)CN2CCC2)O)O (1R,2S,3R,5R)-3-{4-amino-5-bromo-2-chloropyrrolo[2,3-d]pyrimidin-7-yl}-5-[3-(azetidin-1-ylmethyl)phenyl]cyclopentane-1,2-diol